6-(4-methylpiperazin-1-yl)benzo[d]thiazol-2-amine CN1CCN(CC1)C1=CC2=C(N=C(S2)N)C=C1